NCCOCCOCCN1CCC(CC1)CN1C(=NC=2C1=C1C(=NC2N)C=C(S1)C)CCCC 1-((1-(2-(2-(2-aminoethoxy)ethoxy)ethyl)piperidin-4-yl)methyl)-2-butyl-7-methyl-1H-imidazo[4,5-d]thieno[3,2-b]pyridine-4-amine